1-((2-(difluoromethyl)-2H-tetrazol-5-yl)(phenyl)methyl)piperazine hydrochloride Cl.FC(N1N=C(N=N1)C(N1CCNCC1)C1=CC=CC=C1)F